N-[(6-Amino-2-pyridyl)sulfonyl]-6-tert-butyl-2-norbornan-2-yloxypyridin-3-carboxamid NC1=CC=CC(=N1)S(=O)(=O)NC(=O)C=1C(=NC(=CC1)C(C)(C)C)OC1C2CCC(C1)C2